C(#N)CC1=C(C=CC=C1)NC=1N=C(N=NC1C(=O)N)NC1=C(C=C2CCN(CC2=C1)C)F ((2-(cyanomethyl)phenyl)amino)-3-((6-fluoro-2-methyl-1,2,3,4-tetrahydroisoquinolin-7-yl)amino)-1,2,4-triazine-6-carboxamide